((2R,3S,4R,5R)-5-(3-((3-(3,7-dimethyl-2,6-dioxo-2,3,6,7-tetrahydro-1H-purin-1-yl)propoxy)carbonyl)pyridin-1-ium-1-yl)-3,4-dihydroxytetrahydrofuran-2-yl)methyl hydrogen phosphate P(=O)(OC[C@H]1O[C@H]([C@@H]([C@@H]1O)O)[N+]1=CC(=CC=C1)C(=O)OCCCN1C(N(C=2N=CN(C2C1=O)C)C)=O)(O)[O-]